C(C)C1(OC2=CC=C(C=C2C(C1)=O)C=1SC(=NN1)C=1C=NC=CC1C(F)(F)F)CC 2,2-diethyl-6-(5-(4-(trifluoromethyl)pyridin-3-yl)-1,3,4-thiadiazol-2-yl)chroman-4-one